BrC1=CSC2=C1N=CN=C2N2CCC(CC2)NC\C=C\C=2C=NC=CC2C (E)-1-(7-bromothieno[3,2-d]pyrimidin-4-yl)-N-(3-(4-methylpyridin-3-yl)allyl)piperidin-4-amine